ONC(=O)C=1C=NC(=NC1)OC1=CC=C(C=C1)N(C1=NC=NC2=CC=CC=C12)C N-hydroxy-2-(4-(methyl-(4-quinazolinyl)amino)phenoxy)pyrimidine-5-carboxamide